C(C1=CC=CC=C1)N([C@@H](CC(=O)O)C=1C=C(C=CC1)C1=C(C(=CC=C1)OC)C)[C@H](C)C1=CC=CC=C1 (S)-3-(benzyl-((R)-1-phenylethyl)amino)-3-(3'-methoxy-2'-methylbiphenyl-3-yl)propanoic acid